N-(2-chloro-6-methylphenyl)-2-((6-(4-((4-(2,6-dioxopiperidin-3-yl)benzyl)(methyl)amino)piperidin-1-yl)-2-methylpyrimidin-4-yl)amino)thiazole-5-carboxamide ClC1=C(C(=CC=C1)C)NC(=O)C1=CN=C(S1)NC1=NC(=NC(=C1)N1CCC(CC1)N(C)CC1=CC=C(C=C1)C1C(NC(CC1)=O)=O)C